benzyl-dimethyl-phenyl-ammonium triflate [O-]S(=O)(=O)C(F)(F)F.C(C1=CC=CC=C1)[N+](C1=CC=CC=C1)(C)C